FC=1C=C(C=CC1F)[C@H]1[C@@H](C1)NC=1C2=C(N=C(N1)C1=CC=NC=C1)SC(=C2)C N-((1R,2S)-2-(3,4-difluorophenyl)cyclopropyl)-6-methyl-2-(pyridin-4-yl)thieno[2,3-d]pyrimidin-4-amine